1,5,7,8-Tetrahydro-2-methyl-4H-thiopyrano[4,3-d]pyrimidin-4-one CC1=NC(C2=C(N1)CCSC2)=O